5-(3,3,3-trifluoropropoxy)-1H-pyrrolo[3,2-b]pyridin-3-amine FC(CCOC1=CC=C2C(=N1)C(=CN2)N)(F)F